ethyl 3-(2-nitrophenyl)-1H-pyrazole-5-carboxylate [N+](=O)([O-])C1=C(C=CC=C1)C1=NNC(=C1)C(=O)OCC